ClC1=C(C(=O)O)C=C(C=C1Cl)Cl 2,3,5-trichlorobenzoic acid